1-OXOISOINDOLIN-2-YL-AMIDE O=C1N(CC2=CC=CC=C12)[NH-]